rac-(4aS,7aS)-N-[4-(3-Cyanophenyl)-5-(2,6-dimethyl-4-pyridyl)thiazol-2-yl]-3,4,4a,5,7,7a-hexahydro-2H-pyrrolo[3,4-b][1,4]oxazine-6-carboxamide 2,2,2-trifluoroacetic acid salt FC(C(=O)O)(F)F.C(#N)C=1C=C(C=CC1)C=1N=C(SC1C1=CC(=NC(=C1)C)C)NC(=O)N1C[C@@H]2OCCN[C@H]2C1 |r|